FC(N1N=C(C(=C1C)C=1C=NN2C1C=C(C=C2)N2N=C(C(=C2)C(=O)OCC)OC)C)F ethyl 1-[3-[1-(difluoro-methyl)-3,5-dimethyl-pyrazol-4-yl]pyrazolo[1,5-a]pyridin-5-yl]-3-methoxy-pyrazole-4-carboxylate